C(C)(C)(C)OC(=O)N1C(=C(C=2N=C(SC21)C2CCN(CC2)C(=O)OC(C)(C)C)Br)C=2C(=C(C=1N(C2)N=CN1)C)C 6-bromo-2-(1-(tert-butoxycarbonyl)piperidin-4-yl)-5-(7,8-dimethyl-[1,2,4]triazolo[1,5-a]pyridin-6-yl)-4H-pyrrolo[3,2-d]thiazole-4-carboxylic acid tert-butyl ester